monohydroxy-N,N-diethylhydroxylamine OON(CC)CC